N-(6-(2-Hydroxy-5-isopropyl-4-methoxybenzoyl)-5,6,7,8-tetrahydro-2,6-naphthyridin-3-yl)-N-methylacrylamide OC1=C(C(=O)N2CC=3C=C(N=CC3CC2)N(C(C=C)=O)C)C=C(C(=C1)OC)C(C)C